FC(C(=O)O)(F)F.C(C)C1=C(NC2=NC=C3C(=C21)C2(CCN(CC2)C2=NC=NC=C2)C(N3C)=O)C=3C=NN(C3)C 1-Ethyl-6-methyl-2-(1-methyl-1H-pyrazol-4-yl)-1'-(pyrimidin-4-yl)-3,6-dihydro-7H-spiro[dipyrrolo[2,3-b:3',2'-d]pyridine-8,4'-piperidin]-7-one, trifluoroacetate salt